1-{4-[(2-{3-[(4-methanesulfonyl-2-methoxyphenyl)amino] prop-1-yn-1-yl}-1-(2,2,2-trifluoroethyl)-1H-indol-4-yl)amino] piperidin-1-yl}-3-methoxypropan-2-yl propanoate C(CC)(=O)OC(CN1CCC(CC1)NC1=C2C=C(N(C2=CC=C1)CC(F)(F)F)C#CCNC1=C(C=C(C=C1)S(=O)(=O)C)OC)COC